BrCC(=O)C1=C(N=CS1)C 5-(2-bromoacetyl)-4-methylthiazole